(3R,7R)-2-(3,4-dichlorobenzoyl)-3,7-dimethyl-9-((S*)-1-(4-((S*)-S-methylsulfonimidoyl)phenyl)ethyl)-1,2,3,4,8,9-hexahydropyrido[4',3':3,4]pyrazolo[1,5-a]pyrazin-10(7H)-one ClC=1C=C(C(=O)N2CC=3C(=NN4C3C(N(C[C@H]4C)[C@@H](C)C4=CC=C(C=C4)[S@](=O)(=N)C)=O)C[C@H]2C)C=CC1Cl |o1:18,26|